C(C1=CC=CC=C1)N1C(=C(C(C12C(=NN(C2=O)C2=CC=CC=C2)C)C2=CC=C(C=C2)C(F)(F)F)C(=O)OCC)C(=O)OCC diethyl 1-benzyl-6-methyl-9-oxo-8-phenyl-4-(4-(trifluoromethyl) phenyl)-1,7,8-triazaspiro[4.4]non-2,6-diene-2,3-dicarboxylate